P(=O)(O)(O)OC=1C(=O)O[C@@H](C1O)[C@@H](O)CO 2-phospho-ascorbic acid